FC=1C=C(C=C(C=O)C1)C=O 5-FLUOROISOPHTHALALDEHYDE